ClC=1C(=CC(=NC1)OC)C1=CC(=NN1)C(=O)N1CCC(CC1)C(=O)NCC=1N=C2N(C=C(C=C2)C)C1 (5-(5-chloro-2-methoxypyridin-4-yl)-1H-pyrazole-3-carbonyl)-N-((6-methylimidazo[1,2-a]pyridin-2-yl)methyl)piperidine-4-carboxamide